(12aR)-9-bromo-7-methoxy-6-oxo-3,4,12,12a-tetrahydro-6H-pyrazino[2,1-c][1,4]benzoxazepine-2(1H)-carboxylic acid tert-butyl ester C(C)(C)(C)OC(=O)N1C[C@@H]2COC3=C(C(N2CC1)=O)C(=CC(=C3)Br)OC